OC1=CC(=NC(=C1)C1(CCOCC1)C)C 4-hydroxy-2-methyl-6-(4-methyltetrahydro-2H-pyran-4-yl)pyridine